C(C)(CC)C1=CC=C(C=C1)NCC1CCN(CC1)S(=O)(=O)C=1C=C(N(C1)C)C(=O)N 4-((4-(((4-(sec-butyl)phenyl)amino)methyl)piperidin-1-yl)sulfonyl)-1-methyl-1H-pyrrole-2-carboxamide